FC1=CC=C(CNS(=O)=O)C=C1 N-(4-fluorobenzyl)sulfonamide